4-{1-[3-iso-propyl-4-(2-methylpropoxy)phenyl]ethenyl}benzoic Acid C(C)(C)C=1C=C(C=CC1OCC(C)C)C(=C)C1=CC=C(C(=O)O)C=C1